(2S,3R,E)-2-aminotriacont-4-ene-1,3-diol N[C@@H](CO)[C@@H](\C=C\CCCCCCCCCCCCCCCCCCCCCCCCC)O